ClC=1C=C2CCN(CC2=C(C1)[C@H]1N(CCC1)C(=O)OC(C)(C)C)C1=CC(=NC=C1)OC (S)-tert-butyl 2-(6-chloro-2-(2-methoxypyridin-4-yl)-1,2,3,4-tetrahydroisoquinolin-8-yl)pyrrolidine-1-carboxylate